6-chloro-3-((4-hydroxy-1-(1-methylcyclobutane-1-carbonyl)piperidin-4-yl)methyl)-7-(4-((3r,6s)-6-methylmorpholin-3-yl)phenyl)-3,7-dihydro-4H-pyrrolo[2,3-d]pyrimidin-4-one ClC1=CC2=C(N=CN(C2=O)CC2(CCN(CC2)C(=O)C2(CCC2)C)O)N1C1=CC=C(C=C1)[C@H]1NC[C@@H](OC1)C